(S)-2-amino-3-(indolin-1-yl)propanoic acid N[C@H](C(=O)O)CN1CCC2=CC=CC=C12